N-methyl-1-[1-(3-pyrimidin-5-yl-1H-pyrrolo[2,3-b]pyridin-4-yl)-3-piperidyl]methanamine CNCC1CN(CCC1)C1=C2C(=NC=C1)NC=C2C=2C=NC=NC2